3-(5,6-dihydro-8H-[1,2,4]triazolo[3,4-c][1,4]oxazin-3-yl)-7-methoxy-1-(4-(morpholinomethyl)phenyl)-1,4-dihydrothiochromeno[4,3-c]pyrazole 5,5-dioxide N=1N=C(N2C1COCC2)C=2C1=C(N(N2)C2=CC=C(C=C2)CN2CCOCC2)C=2C=CC(=CC2S(C1)(=O)=O)OC